(1s,4s)-4-((5-(imidazo[1,2-a]pyrimidin-6-yl)-7H-pyrrolo[2,3-d]pyrimidin-2-yl)amino)-1-methylcyclohexan-1-ol N=1C=CN2C1N=CC(=C2)C2=CNC=1N=C(N=CC12)NC1CCC(CC1)(O)C